O=C1C[C@@H](CN1)OC(=O)N1CCN(CC1)C1=NC=2N(C=C1)N=CC2C=2C(=NC=CC2)OC2CC2 [(3S)-5-oxopyrrolidin-3-yl]-4-[3-[2-(cyclopropoxy)-3-pyridyl]pyrazolo[1,5-a]pyrimidin-5-yl]piperazine-1-carboxylate